2-Chloropyrimidine-4-carboxylic acid ClC1=NC=CC(=N1)C(=O)O